6-(1H-indazol-6-yl)-3-methyl-N-(m-tolyl)picolinamide N1N=CC2=CC=C(C=C12)C1=CC=C(C(=N1)C(=O)NC=1C=C(C=CC1)C)C